7-((2s,5r)-5-ethyl-4-(1-(4-fluoro-2-(trifluoromethyl)phenyl)ethyl)-2-methylpiperazin-1-yl)-4-methyl-2-(tetrahydro-2H-pyran-2-yl)-2,4-dihydro-5H-pyrazolo[4,3-b]pyridin-5-one C(C)[C@H]1N(C[C@@H](N(C1)C=1C=2C(N(C(C1)=O)C)=CN(N2)C2OCCCC2)C)C(C)C2=C(C=C(C=C2)F)C(F)(F)F